FC1=NC=C(C=N1)NC(N(CC1=NNC(=C1)C(F)(F)F)C=1C=NC(=NC1)OC)=O 3-(2-Fluoropyrimidin-5-yl)-1-(2-methoxypyrimidin-5-yl)-1-((5-(trifluoromethyl)-1H-pyrazol-3-yl)methyl)urea